ClC1=CC=C(C=C1)C=1N=CN(C1C1=CC=NC=C1)CC(=O)N[C@H]1CN(CCC1)C(=O)OC(C)(C)C tert-Butyl (3R)-3-[[2-[4-(4-chlorophenyl)-5-(4-pyridyl)imidazol-1-yl]acetyl]amino]piperidine-1-carboxylate